C(CCCCCCCCCCCCC)C(C(=O)O)CN myristyl-β-aminopropionic acid